C(C)(C)(C)OC(/C=C/OC1CN(C1)C(=O)OCC1=CC=CC=C1)=O benzyl (E)-3-((3-(tert-butoxy)-3-oxoprop-1-en-1-yl)oxy)azetidine-1-carboxylate